OC1=C(C(OC12CCC(CC2)OCCOCCN2CCN(CC2)CCOCCOCC(=O)O)=O)C2=C(C=C(C=C2C)C)C 2-(2-(2-(4-(2-(2-(((5r,8r)-4-hydroxy-3-mesityl-2-oxo-1-oxaspiro[4.5]dec-3-en-8-yl)oxy)ethoxy)ethyl)piperazin-1-yl)ethoxy)ethoxy)acetic acid